2-(1-meth-ylpiperidin-4-yl)-benzo[d]thiazole-6-carboxamide CN1CCC(CC1)C=1SC2=C(N1)C=CC(=C2)C(=O)N